(E)-3-[4-(bromomethyl)phenyl]-1-phenylprop-2-en-1-one BrCC1=CC=C(C=C1)/C=C/C(=O)C1=CC=CC=C1